7-(2,3-difluorophenyl)-1H-indole-2-carboxylic acid FC1=C(C=CC=C1F)C=1C=CC=C2C=C(NC12)C(=O)O